NC1=C(SC=2N=C(N=C(C21)C)C)C(=O)NC2CC=1C(=CC(=NC1CC2)N2CC(C(C2)COC)N)F 5-amino-N-{2-[3-amino-4-(methoxymethyl)pyrrolidin-1-yl]-4-fluoro-5,6,7,8-tetrahydroquinolin-6-yl}-2,4-dimethylthieno[2,3-d]pyrimidine-6-carboxamide